(3S,4S)-4-((tert-butoxycarbonyl)amino)-1-((2-(4-((5-chloro-3-fluoropyridin-2-yl)oxy)phenyl)-2H-tetrazol-5-yl)methyl)pyrrolidine-3-carboxylic acid C(C)(C)(C)OC(=O)N[C@H]1[C@H](CN(C1)CC=1N=NN(N1)C1=CC=C(C=C1)OC1=NC=C(C=C1F)Cl)C(=O)O